N-(2-Bromo-3,4-difluorophenyl)-2,2-dimethylpropanamide BrC1=C(C=CC(=C1F)F)NC(C(C)(C)C)=O